(2S,4R)-1-(2-(4-amino-5-(pyridin-3-yl)-7H-pyrrolo[2,3-d]pyrimidin-7-yl)acetyl)-N-(3-chloro-2-fluorobenzyl)-4-fluoropyrrolidine-2-carboxamide NC=1C2=C(N=CN1)N(C=C2C=2C=NC=CC2)CC(=O)N2[C@@H](C[C@H](C2)F)C(=O)NCC2=C(C(=CC=C2)Cl)F